BrC=1C2=C(SC1OC)C=CC=C2 3-bromo-2-methoxybenzo[b]thiophene